C(C(=C)C)(=O)OCCCN1CP(OP(C1)([O-])=O)([O-])=O 4-(3-(Methacryloyloxy)Propyl)-1,4,2,6-Oxazadiphosphinane-2,6-Bis(Olate) 2,6-Dioxide